tert-butyl 3-(2-methyl-6-(morpholine-4-carbonyl)quinolin-4-yl)piperidine-1-carboxylate CC1=NC2=CC=C(C=C2C(=C1)C1CN(CCC1)C(=O)OC(C)(C)C)C(=O)N1CCOCC1